2-butene-1,4-dicarboxylic acid C(C=CCC(=O)O)C(=O)O